N-(5-cyano-6-(2H-1,2,3-triazol-2-yl)pyridin-3-yl)-1-(phthalazin-1-yl)-5-(trifluoromethyl)-1H-pyrazole-4-carboxamide C(#N)C=1C=C(C=NC1N1N=CC=N1)NC(=O)C=1C=NN(C1C(F)(F)F)C1=NN=CC2=CC=CC=C12